4-[[5-amino-1-[[6-(cyanomethyl)-1-naphthyl]-sulfonyl]-1,2,4-triazol-3-yl]-amino]benzonitrile NC1=NC(=NN1S(=O)(=O)C1=CC=CC2=CC(=CC=C12)CC#N)NC1=CC=C(C#N)C=C1